N-[1-[5-chloro-2-[3-fluoro-4-(morpholinomethyl)anilino]pyrimidin-4-yl]-3-methyl-indol-5-yl]prop-2-enamide ClC=1C(=NC(=NC1)NC1=CC(=C(C=C1)CN1CCOCC1)F)N1C=C(C2=CC(=CC=C12)NC(C=C)=O)C